3-FLUORO-N-(4-(1-((2-METHOXYETHYL)SULFONYL)PIPERIDIN-4-YL)PHENYL)-5,7-DIHYDRO-6H-PYRROLO[3,4-B]PYRIDINE-6-CARBOXAMIDE FC=1C=C2C(=NC1)CN(C2)C(=O)NC2=CC=C(C=C2)C2CCN(CC2)S(=O)(=O)CCOC